C1=CC=CC=2C3=CC=CC=C3C(C12)COC(=O)N[C@H](C(=O)O)CC1=C(C=CC(=C1)Cl)C=1N=CSC1 (S)-2-((((9H-fluoren-9-yl)methoxy)carbonyl)amino)-3-(5-chloro-2-(thiazol-4-yl)phenyl)propanoic acid